C(#N)C=1C(=NC(=C(C1C1CC1)C#N)N1CCN(C(CC1)=O)C)SC(C(=O)N)C1=CC=CC=C1 2-{[3,5-dicyano-4-cyclopropyl-6-(4-methyl-5-oxo-1,4-diazepan-1-yl)pyridin-2-yl]Sulfanyl}-2-phenylacetamide